3-[[3-oxo-4-(trifluoromethyl)-2,5,6,7-tetrahydrocyclopenta[c]pyridazin-7-yl]oxy]propionic acid O=C1C(=C2C(=NN1)C(CC2)OCCC(=O)O)C(F)(F)F